C[C@H]1N(CCN(C1)C)[C@H](C(=O)NC=1C=CC=C2C(=CNC12)C1=NC(=NC=C1C)NC1=C(C(=CC=C1)S(=O)(=O)C)F)CC (S)-2-((R)-2,4-dimethylpiperazin-1-yl)-N-(3-(2-((2-fluoro-3-(methylsulfonyl)phenyl)amino)-5-methyl-pyrimidin-4-yl)-1H-indol-7-yl)butanamide